tert-butyl N-[[4-[6-[4-[2-[tert-butyl(dimethyl)silyl]oxyethoxy]phenyl]pyrrolo[2,1-f][1,2,4]triazin-4-yl]-2-methyl-phenyl]methyl]carbamate [Si](C)(C)(C(C)(C)C)OCCOC1=CC=C(C=C1)C=1C=C2C(=NC=NN2C1)C1=CC(=C(C=C1)CNC(OC(C)(C)C)=O)C